thioacetic acid S-((3S,4S,6R)-4-azido-6-((S)-1-(4-fluorophenyl)-1,2,3,4-tetrahydroisoquinoline-2-carbonyl) tetrahydro-2H-pyran-3-yl) ester N(=[N+]=[N-])[C@@H]1[C@@H](CO[C@H](C1)C(=O)N1[C@H](C2=CC=CC=C2CC1)C1=CC=C(C=C1)F)SC(C)=O